C(C)SC(=S)SC(C(=O)NCCNC(=O)C1CCC(CC1)CN1C(C(CC1=O)SCCC(=O)N([C@@H](C)C(=O)[O-])C)=O)C N-(3-((1-((4-((2-(2-(((ethylthio)carbonothioyl)thio)propanamido)ethyl)carbamoyl)cyclohexyl)methyl)-2,5-dioxopyrrolidin-3-yl)thio)propanoyl)-N-methylalaninate